ClC1=CC(=C(N=N1)C(=O)[O-])NC1=CC=C(C=C1)SC 6-chloro-4-((4-(methylthio)phenyl)amino)pyridazine-3-carboxylate